2,4-Bis-(n-octylthio)-6-(4-hydroxy-3,5-di-tert-butylphenylamino)-1,3,5-triazine C(CCCCCCC)SC1=NC(=NC(=N1)SCCCCCCCC)NC1=CC(=C(C(=C1)C(C)(C)C)O)C(C)(C)C